2-(2-(5-methyl-2-((1-methyl-1H-pyrazol-5-yl)amino)pyrimidin-4-yl)-4-oxo-6,7-dihydrothieno[3,2-c]pyridin-5(4H)-yl)acetamide CC=1C(=NC(=NC1)NC1=CC=NN1C)C1=CC=2C(N(CCC2S1)CC(=O)N)=O